Cl.COC1=C(C=C(C(=C1)C)OC)[C@H]1CNCCC1 (S)-3-(2,5-dimethoxy-4-Methylphenyl)piperidine hydrochloride